COC1=CC=C(C=C1)C(OC[C@]1(O[C@H](CNC1)N1C(NC(C=C1)=O)=O)CO[Si](C(C)C)(C(C)C)C(C)C)(C1=CC=CC=C1)C1=CC=C(C=C1)OC 1-[(2R,6S)-6-[[bis(4-methoxyphenyl)-phenyl-methoxy]methyl]-6-(triisopropylsilyloxymethyl)morpholin-2-yl]pyrimidine-2,4-dione